CCCCCC=CC=CC decane-6,8-diene